(1R,2R)-2-[(5S)-5H-imidazo[4,3-a]isoindol-5-yl]-7-methanesulfonyl-7-azaspiro[3.5]nonan-1-ol C=1N=CN2C1C1=CC=CC=C1[C@@H]2[C@@H]2[C@H](C1(C2)CCN(CC1)S(=O)(=O)C)O